(1-(4-(2-methoxypropoxy)-6-(tetrahydrofuran-3-yl)pyridin-2-yl)-3-methyl-1H-pyrazolo[4,3-c]pyridin-6-yl)acetamide COC(COC1=CC(=NC(=C1)C1COCC1)N1N=C(C=2C=NC(=CC21)CC(=O)N)C)C